COC(CCCSC=1N=C(C2=C(N1)SC=C2)NC2=CC=C(C1=CC=CC=C21)C2CC2)=O 4-((4-((4-cyclopropylnaphthalen-1-yl)amino)thieno[2,3-d]Pyrimidin-2-yl)thio)butanoic acid methyl ester